FC1=CC2=C(N=C(O2)[C@H]2N(CCC3=C2N=CN3)C(=O)C3=CC=NN3C(F)(F)F)C=C1 (S)-(4-(6-fluorobenzo[d]oxazol-2-yl)-6,7-dihydro-1H-imidazo[4,5-c]pyridin-5(4H)-yl)(1-(trifluoromethyl)-1H-pyrazol-5-yl)methanone